FC1=C(C(=C(C=C1C1=NN(C2=C1C=NC(=C2)N2CCN(C1(CCC1)C2)S(=O)(=O)C)C)C(F)(F)F)F)O 2,6-Difluoro-3-(1-methyl-6-(5-(methylsulfonyl)-5,8-diazaspiro[3.5]nonan-8-yl)-1H-pyrazolo[4,3-c]pyridin-3-yl)-5-(trifluoromethyl)phenol